(S)-3-hydroxypropane-1,2-diol dioleate C(CCCCCCC\C=C/CCCCCCCC)(=O)OC[C@H](CO)OC(CCCCCCC\C=C/CCCCCCCC)=O